BrC=1C(=C(OCCCN2CCC(CC2)C=O)C=CC1)C 1-[3-(3-bromo-2-methyl-phenoxy)propyl]piperidine-4-carbaldehyde